ClC1=CC(=C(C=C1)N1CCN(CC1)C(=O)OC(C)(C)C)OC tert-butyl 4-(4-chloro-2-methoxyphenyl)piperazine-1-carboxylate